vinyl-tri(2-methoxyethoxy)silicon C(=C)[Si](OCCOC)(OCCOC)OCCOC